isopropyl (S)-6-diazo-2-((S)-2-methoxy-2-(thiophen-2-yl)acetamido)-5-oxohexanoate [N+](=[N-])=CC(CC[C@@H](C(=O)OC(C)C)NC([C@@H](C=1SC=CC1)OC)=O)=O